COC(=O)[C@@H]1OC2=C([C@@H](C1)O[Si](C)(C)C(C)(C)C)C=C(C=C2)Cl |r| rac-(2R,4R)-4-{[tert-butyl-(dimethyl)silyl]oxy}-6-chloro-3,4-dihydro-2H-1-benzopyran-2-carboxylic acid methyl ester